tetradecylpyridinium chloride CCCCCCCCCCCCCC[N+]1=CC=CC=C1.[Cl-]